C(C)(C)(C)OC(=O)N[C@@H]([C@H](O)C)C(=O)O N-(tert-butoxycarbonyl)threonine